N-(3-fluoro-4-((7-(2-((3-hydroxycyclohexyl)amino)ethoxy)-6-methoxyquinolin-4-yl)oxy)phenyl)-5-(4-fluorophenyl)-6-oxo-2,3,5,6-tetrahydrofuro[3,2-c]pyridine-7-carboxamide FC=1C=C(C=CC1OC1=CC=NC2=CC(=C(C=C12)OC)OCCNC1CC(CCC1)O)NC(=O)C1=C2C(=CN(C1=O)C1=CC=C(C=C1)F)CCO2